NC=1C2=C(N=CN1)N(C=C2C=2SC1=C(C2)C=C(C=C1OC)C)[C@H]1CN(CC1)C(C=C)=O (R)-1-(3-(4-amino-5-(7-methoxy-5-methylbenzothien-2-yl)-7H-pyrrolo[2,3-d]pyrimidin-7-yl)pyrrolidin-1-yl)prop-2-en-1-one